Ethyl 2-(7-chloro-8-fluoro-4-oxothiochroman-3-yl)-2-oxoacetate ClC1=CC=C2C(C(CSC2=C1F)C(C(=O)OCC)=O)=O